N-(3,5-dichloro-4-(2,6-dioxopiperidin-3-yl)benzyl)-2-methyl-2-(6-oxo-1,6-dihydropyridin-3-yl)propanamide ClC=1C=C(CNC(C(C)(C2=CNC(C=C2)=O)C)=O)C=C(C1C1C(NC(CC1)=O)=O)Cl